C1C(NCCC2=C1C=CC=C2)C(=O)OC methyl 2,3,4,5-tetrahydro-1H-3-benzazepine-2-carboxylate